FC(CO)(F)C=1C(=C2C=NN(C2=CC1C)C1OCCCC1)C1=NC=CC2=C1SC=1N=C(N=C(C12)N1CCOC[C@@](C1)(O)C)SC (6R)-4-(8-(5-(1,1-difluoro-2-hydroxyethyl)-6-methyl-1-(tetrahydro-2H-pyran-2-yl)-1H-indazol-4-yl)-2-(methylthio)pyrido[4',3':4,5]thieno[2,3-d]pyrimidin-4-yl)-6-methyl-1,4-oxazepan-6-ol